C1(CCCCC1)N1N=NC2=C1C=CC(=C2)C2=NC(=NO2)C2=CC=C(C=C2)C 1-cyclohexyl-5-[3-(4-methylphenyl)-1,2,4-oxadiazol-5-yl]-1H-1,2,3-benzotriazole